C(C)(C)(C)OC(=O)N(C(OC(C)(C)C)=O)C1=C2N=CN(C2=NC=N1)CC1=CC(=NC=C1N1CC(CCC1)(C(C(F)F)O)NC(=O)OC(C)(C)C)C1=CC(=C(C=C1)F)F tert-butyl (tert-butoxycarbonyl)(9-((5-(3-((tert-butoxycarbonyl)amino)-3-(2,2-difluoro-1-hydroxyethyl)piperidin-1-yl)-2-(3,4-difluorophenyl)pyridin-4-yl)methyl)-9H-purin-6-yl)carbamate